3-(2-fluorophenyl)prop-2-yn-1-amine FC1=C(C=CC=C1)C#CCN